2,2-Dimethoxyacetaldehyde-d COC(C=O)(OC)[2H]